maleic acid (dimaleate) C(\C=C/C(=O)O)(=O)O.C(\C=C/C(=O)O)(=O)O.C(\C=C/C(=O)O)(=O)O